NC=1C(=C2C(=NC1C(=O)N)N(N=C2C#N)C)C2=C(C(=CC=C2)O)C (P)-5-amino-3-cyano-4-(3-hydroxy-2-methylphenyl)-1-methyl-1H-pyrazolo[3,4-b]pyridine-6-carboxamide